FC(CN1N=CC=2C1=NC(=CN2)N2CCC1(CC(N(C1)C1=NC=CC=C1C(F)(F)F)=O)CC2)F 8-(1-(2,2-difluoroethyl)-1H-pyrazolo[3,4-b]pyrazin-6-yl)-2-(3-(trifluoromethyl)pyridin-2-yl)-2,8-diazaspiro[4.5]decan-3-one